N-[2-[4-(hydroxymethyl)cyclohexyl]-1,3-benzothiazol-6-yl]-6-(trifluoromethyl)pyridine-2-carboxamide OCC1CCC(CC1)C=1SC2=C(N1)C=CC(=C2)NC(=O)C2=NC(=CC=C2)C(F)(F)F